(2-hydroxy-3-cyanopyridin-5-yl)boronic acid OC1=NC=C(C=C1C#N)B(O)O